BrC1=CC=C2C=NC(=NC2=C1)CNC(=O)C1=CC=C2CCN(C2=C1)S(=O)(=O)C N-((7-bromoquinazolin-2-yl)methyl)-1-(methylsulfonyl)indoline-6-carboxamide